NC=1C(=C(C=CC1)S(=O)(=O)NC=1SC(=C(N1)C1=C(C=CC=C1C)C)C1=CC(=CC(=C1)F)OCCC(C)(C)C)F 3-amino-N-[5-[3-(3,3-dimethylbutoxy)-5-fluorophenyl]-4-(2,6-dimethylphenyl)-1,3-thiazol-2-yl]-2-fluorobenzenesulfonamide